rac-(5aR,6S,7R,8R,8aS)-8,8a-dihydroxy-3-methoxy-5a-(4-methoxyphenyl)-6-phenyl-5a,7,8,8a-tetrahydro-6H-cyclopenta[4,5]furo[3,2-b]pyridine-7-carboxylic acid O[C@@H]1[C@@H]([C@H]([C@]2([C@@]1(C1=NC=C(C=C1O2)OC)O)C2=CC=C(C=C2)OC)C2=CC=CC=C2)C(=O)O |r|